2,6-dibenzyloxy-3-[3-[4-(2,2-dimethoxyethyl)-1-piperidinyl]-5-fluorophenyl]pyridine lithium [Li].C(C1=CC=CC=C1)OC1=NC(=CC=C1C1=CC(=CC(=C1)F)N1CCC(CC1)CC(OC)OC)OCC1=CC=CC=C1